COC(=O)[C@@H]1N(CCN(C1)C1=NC2=CN=C(C(=C2C=C1)O)C(NCC=1C=NC(=CC1)C#N)=O)C(=O)OC(C)(C)C (R)-4-(6-(((6-cyanopyridin-3-yl)methyl)carbamoyl)-5-hydroxy-1,7-naphthyridin-2-yl)piperazine-1,2-dicarboxylic acid 1-(tert-butyl) 2-methyl ester